2-allyl-1-(6-(2-hydroxypropan-2-yl)pyridin-2-yl)-6-(methylsulfinyl)-1,2-dihydro-3H-pyrazolo[3,4-d]pyrimidin-3-one C(C=C)N1N(C2=NC(=NC=C2C1=O)S(=O)C)C1=NC(=CC=C1)C(C)(C)O